BrC1=C(C=C(C=C1)NC(C)=O)OC(F)(F)F N-[4-bromo-3-(trifluoromethoxy)phenyl]Acetamide